N12C[C@H](C(CC1)CC2)OC(N[C@@H]2C(CCC1=CC(=C(C=C21)F)C2=CC=C(C=C2)C(C)C)(C)C)=O (S)-quinuclidin-3-yl((R)-7-fluoro-6-(4-isopropylphenyl)-2,2-dimethyl-1,2,3,4-tetrahydronaphthalen-1-yl)carbamate